[Se](C=1C=CC2=C(C=C(C(O2)=O)C(C)NNC=2SC=C(N2)C2=CC=CC=C2)C1)C=1C=CC2=C(C=C(C(O2)=O)C(C)NNC=2SC=C(N2)C2=CC=CC=C2)C1 6,6'-selenobis(3-(1-(2-(4-phenylthiazol-2-yl)hydrazino)ethyl)-2H-benzopyran-2-one)